N=1C=CN2C1N=CC(=C2)C=O imidazo[1,2-a]pyrimidine-6-carbaldehyde